((((9H-fluoren-9-yl)methoxy)carbonyl)amino)-3-(pyridin-3-yl)propionic acid C1=CC=CC=2C3=CC=CC=C3C(C12)COC(=O)NC(C(=O)O)CC=1C=NC=CC1